2-(diphenylphosphino)-benzenesulfonic acid C1(=CC=CC=C1)P(C1=C(C=CC=C1)S(=O)(=O)O)C1=CC=CC=C1